C(C)(C)(C)OC(=O)N1C(=CC=2C1=NC(=CC2)Cl)C2=C(C=CC(=C2)C)C(F)(F)F 6-chloro-2-(5-methyl-2-(trifluoromethyl)phenyl)-1H-pyrrolo[2,3-b]pyridine-1-carboxylic acid tert-butyl ester